CSC=1N=CC2=C(N1)C(=NC(=C2)C#N)N[C@H]2COCC2 (R)-2-(methylsulfanyl)-8-((tetrahydrofuran-3-yl)amino)pyrido[3,4-d]pyrimidine-6-carbonitrile